dodecyl-diethylmethylammonium chloride [Cl-].C(CCCCCCCCCCC)[N+](C)(CC)CC